CC1(CC2=CC=C(C=C2C1)NC1CCC(CC1)N)C N-(2,2-dimethyl-2,3-dihydro-1H-inden-5-yl)cyclohexane-1,4-diamine